FC=1C(=C2CCCC(C2=C(C1)F)=O)N 6,8-difluoro-5-amino-1,2,3,4-tetrahydronaphthalen-1-one